2-(5-{[3-(4-{[4-(2-aminoethyl)-piperazin-1-yl]methyl}-1-(2,2,2-trifluoroethyl)-1H-indol-2-yl)prop-2-yn-1-yl]amino}pyridin-2-yl)-2-methylpropanenitrile NCCN1CCN(CC1)CC1=C2C=C(N(C2=CC=C1)CC(F)(F)F)C#CCNC=1C=CC(=NC1)C(C#N)(C)C